ClC1=C(C=CC(=C1)Cl)C(CNC(=O)C1=C(N=NC=C1OC1=CC(=CC=C1)OC)C)F N-[2-(2,4-dichlorophenyl)-2-fluoro-ethyl]-5-(3-methoxyphenoxy)-3-methyl-pyridazine-4-carboxamide